7-bromo-2-Quinolinamine BrC1=CC=C2C=CC(=NC2=C1)N